6-([1,1'-Biphenyl]-4-yl)dipyrido[1,2-a:2',1'-c]pyrazine-5,8-diium bis(tetrafluoroborate) F[B-](F)(F)F.F[B-](F)(F)F.C1(=CC=C(C=C1)C1=C[N+]2=C(C3=[N+]1C=CC=C3)C=CC=C2)C2=CC=CC=C2